N=1C=NN2C1C=CC(=C2)C2=CC(=NN2C2=NC(=CC=C2)C)CC(=O)NC2=CC=C(C=C2)S(=O)C 5-([1,2,4]Triazolo[1,5-a]pyridin-6-yl)-N-(4-(methylsulfinyl)phenyl)-1-(6-methyl-pyridin-2-yl)-1H-pyrazol-3-carboxyamid